ClC1=CC=C(C=C1)C=1N=C2N(C=CC=C2)C1CN1C2CN(C(C1)CC2)C(=O)C2=CC(=CC=C2)OCC (5-{[2-(4-Chlorophenyl)imidazo[1,2-a]pyridin-3-yl]methyl}-2,5-diazabicyclo[2.2.2]oct-2-yl)-(3-ethoxyphenyl)methanone